methyl 5-(((S)-1-allylazetidin-2-yl)methyl)-7'-chloro-4,5-dihydro-2H-spiro[benzo[b][1,4]oxazepine-3,4'-chromane]-7-carboxylate C(C=C)N1[C@@H](CC1)CN1C2=C(OCC3(CCOC4=CC(=CC=C34)Cl)C1)C=CC(=C2)C(=O)OC